C(C)(=O)N1CC2(C1)CC(C2)NC(C2=NC(=CC=C2)N2C=NC=C2)=O N-(2-acetyl-2-azaspiro[3.3]heptan-6-yl)-6-(1H-imidazol-1-yl)picolinamide